2-Amino-4-[5-chloro-1-(3,8-diazabicyclo[3.2.1]octan-8-yl)-3-[(1S)-2-hydroxy-1-methyl-ethoxy]-7,9-dihydrofuro[3,4-f]quinazolin-6-yl]-7-fluoro-benzothiophene-3-carbonitrile NC=1SC2=C(C1C#N)C(=CC=C2F)C=2C1=C(C=3C(=NC(=NC3C2Cl)O[C@H](CO)C)N2C3CNCC2CC3)COC1